methyl 3-(3-(cyanomethyl)phenyl)-3-fluorocyclobutane-1-carboxylate C(#N)CC=1C=C(C=CC1)C1(CC(C1)C(=O)OC)F